C(CCC)C(CO)CCO 2-butyl-1,4-butanediol